ClC1(C(C1C1=CC(=CC(=C1)Cl)Cl)C(=O)NC1=CC(=C(C=C1)F)CNC(CC)=O)Cl 2,2-dichloro-3-(3,5-dichlorophenyl)-N-[4-fluoro-3-[(propionylamino)methyl]phenyl]cyclopropane-1-carboxamide